2-[(4R)-5-[(4aR,8aS)-3,4,4a,5,6,7,8,8a-octahydro-2H-quinolin-1-yl]-4-[cyclopropyl-[(2,4-dimethoxyphenyl)methyl]amino]-5-oxo-pentyl]isoindoline-1,3-dione N1(CCC[C@H]2CCCC[C@H]12)C([C@@H](CCCN1C(C2=CC=CC=C2C1=O)=O)N(CC1=C(C=C(C=C1)OC)OC)C1CC1)=O